C(C)OC(=O)C1(CCN(CC1)C1=NC(=CN=C1C1=CC=C(C=C1)OC)CCCC)F 1-(6-butyl-3-(4-methoxyphenyl)pyrazin-2-yl)-4-fluoropiperidine-4-carboxylic acid ethyl ester